(S)-(2,7-dimethyl-3-(3,4,5-trifluorophenyl)-2,4,5,7-tetrahydro-6H-pyrazolo[3,4-c]pyridin-6-yl)(1-methyl-1H-pyrrolo[2,3-b]pyridin-4-yl)methanone CN1N=C2[C@@H](N(CCC2=C1C1=CC(=C(C(=C1)F)F)F)C(=O)C1=C2C(=NC=C1)N(C=C2)C)C